N-[(1S)-5-[5-(3-aminopyrazol-1-yl)-2-(2-aminopyridin-3-yl)imidazo[4,5-b]pyridin-3-yl]-2,3-dihydro-1H-inden-1-yl]-3-formyl-4-hydroxybenzamide NC1=NN(C=C1)C1=CC=C2C(=N1)N(C(=N2)C=2C(=NC=CC2)N)C=2C=C1CC[C@@H](C1=CC2)NC(C2=CC(=C(C=C2)O)C=O)=O